FC1=C(C=C2C=C(N=CC2=C1)NC(OC[C@@]1(CNCC1)F)=O)C1=C(C2=C(OCCN2)N=C1)C |r| (±)-(3-Fluoropyrrolidin-3-yl)methyl (7-fluoro-6-(8-methyl-2,3-dihydro-1H-pyrido[2,3-b][1,4]oxazin-7-yl)isoquinolin-3-yl)carbamate